ClC=1C(N(C(=CC1OCC1=C(C=CC(=C1)F)F)C)C1=CC(=NC=C1C)N1C(C(=CC=C1)C(C)(C)O)=O)=O 3''-chloro-4''-((2,5-difluorobenzyl)oxy)-3-(2-hydroxypropan-2-yl)-5',6''-dimethyl-2H,2''H-[1,2':4',1''-terpyridine]-2,2''-dione